ClC1=NC=C2C(=N1)N(C(N(C2)C2=C(C=CC=C2C)C)=O)CCC 7-Chloro-3-(2,6-dimethyl-phenyl)-1-propyl-3,4-dihydro-1H-pyrimido[4,5-d]pyrimidin-2-one